[SH3+].C=CC1=CC=CC=C1 styrene sulfonium salt